N-(1-(fluoromethyl)cyclopropyl)carboxamide FCC1(CC1)NC=O